N-(4-(aminomethyl)-2,6-dimethylbenzyl)-4-chloro-5-methylthiophene-2-carboxamide NCC1=CC(=C(CNC(=O)C=2SC(=C(C2)Cl)C)C(=C1)C)C